FC1=C(C(=O)O)C=C(C=C1)C1=CC2=C(N(C[C@H](N(S2(=O)=O)C)CC(C)C)C2=CC=CC=C2)C=C1C1=CC=C(C=C1)F (R)-2-fluoro-5-(7-(4-fluorophenyl)-3-isobutyl-2-methyl-1,1-dioxido-5-phenyl-2,3,4,5-tetrahydrobenzo[f][1,2,5]thiadiazepin-8-yl)benzoic acid